C1=C(C=C(C(=C1O)O)O)C2=[O+]C3=CC(=CC(=C3C=C2O[C@H]4[C@@H]([C@H]([C@@H]([C@H](O4)COC(=O)CC(=O)O)O)O)O)O)O The molecule is a beta-D-glucoside having a malonyl group at the 6-position and a 3-O-delphinidin moiety at the anomeric position. It is a beta-D-glucoside and an anthocyanin cation. It derives from a delphinidin. It is a conjugate acid of a delphinidin-5-olate 3-O-(6''-O-carboxylatoacetyl)-beta-D-glucoside(1-).